FC(C1=NN=C(O1)N1C(N(C2=C1C=CC=C2)C)=O)F 1-[5-(difluoromethyl)-1,3,4-oxadiazol-2-yl]-3-methyl-benzimidazol-2-one